N1CCC(CC1)C#CC=1C=CC=C2C(=CN=CC12)N1C(NC(CC1)=O)=O 1-[8-[2-(4-piperidyl)ethynyl]-4-isoquinolyl]hexahydropyrimidine-2,4-dione